gamma-cholesterol C[C@H](CCCC(C)C)[C@H]1CC[C@@H]2[C@@]1(CC[C@H]3C2=CC[C@@H]4[C@@]3(CC[C@@H](C4)O)C)C